ClC=1C=CC2=C(N=C(S2)C=2C=CC(=C(OCCCCCCC(=O)NO)C2)OC)C1 7-(5-(5-chlorobenzo[d]thiazol-2-yl)-2-methoxyphenoxy)-N-hydroxyheptanamide